(S)-5-((4-(4-amino-3-(4-phenoxyphenyl)-1H-pyrazolo[3,4-d]pyrimidin-1-yl)piperidin-1-yl)methyl)-2-(2,6-dioxopiperidin-3-yl)-4-fluoroisoindoline-1,3-dione NC1=C2C(=NC=N1)N(N=C2C2=CC=C(C=C2)OC2=CC=CC=C2)C2CCN(CC2)CC=2C(=C1C(N(C(C1=CC2)=O)[C@@H]2C(NC(CC2)=O)=O)=O)F